C1(=CC=CC=C1)N(C(N)=N)C#N N3-phenyl-N'-cyanoguanidine